(S)-N-(1-(4-(cyclopropanesulfonamido)pyridin-2-yl)-3-(4-fluoropiperidin-1-yl)propyl)-5-(6-ethoxypyrazin-2-yl)thiazole-2-carboxamide C1(CC1)S(=O)(=O)NC1=CC(=NC=C1)[C@H](CCN1CCC(CC1)F)NC(=O)C=1SC(=CN1)C1=NC(=CN=C1)OCC